NC[C@@H](CCOC1=C(C(=O)OC)C=C(C(=C1)F)Br)C |r| rac-Methyl 2-(4-amino-3-methylbutoxy)-5-bromo-4-fluorobenzoate